O=C1NC(CCC1N1N=CC2=CC=C(C=C2C1=O)N1CCC(CC1)C=O)=O 1-(3-(2,6-dioxopiperidin-3-yl)-4-oxo-3,4-dihydrophthalazin-6-yl)piperidine-4-carbaldehyde